(2R,3R,4S,5S)-4-[[4-cyclopropyl-3-(3,4-difluoro-2-methoxy-phenyl)-5-methyl-5-(trifluoromethyl)tetrahydrofuran-2-carbonyl]amino]pyridine-2-carboxamide C1(CC1)[C@H]1[C@@H]([C@@H](O[C@@]1(C(F)(F)F)C)C(=O)NC1=CC(=NC=C1)C(=O)N)C1=C(C(=C(C=C1)F)F)OC